C1(=CC=CC2=CC=CC=C12)C(=O)C=C1SC2=C(N1C)C=CC=C2 2-(α-naphthoyl-methylene)-3-methylbenzothiazolin